alpha-(((2-Bromoethyl)amino)methyl)-2-nitro-1H-imidazole-1-ethanol monohydrobromide Br.BrCCNCC(CN1C(=NC=C1)[N+](=O)[O-])O